6-bromo-N,N-bis(cyclopropylmethyl)-1-methyl-1H-indol-2-amine BrC1=CC=C2C=C(N(C2=C1)C)N(CC1CC1)CC1CC1